O1[CH+]CCCC1 oxaanylium